NCC=1C(=C(C=CC1)C1=CC(=CC2=C1N=C(O2)C)[C@@H]2CN(C1=C(O2)C(=CC=C1)CC(=O)O)C)F |r| (±)-2-(2-(4-(3-(Aminomethyl)-2-fluorophenyl)-2-methylbenzo[d]oxazol-6-yl)-4-methyl-3,4-dihydro-2H-benzo[b][1,4]oxazin-8-yl)acetic acid